1-(4-cyanobenzyl)-N-(4-(ethylsulfonyl)benzyl)-1H-indole-5-carboxamide C(#N)C1=CC=C(CN2C=CC3=CC(=CC=C23)C(=O)NCC2=CC=C(C=C2)S(=O)(=O)CC)C=C1